Cl[C@H](C(=O)N(C[C@@H]1C(NCC1)=O)NC(=O)[C@H](CC(C)C)NC(=O)C1=NOC(=C1)C)F N-[(1S)-1-[[[(2R)-2-chloro-2-fluoro-acetyl]-[[(3R)-2-oxopyrrolidin-3-yl]methyl]amino]carbamoyl]-3-methyl-butyl]-5-methyl-isoxazole-3-carboxamide